(R)-6-(3-cyanopyrrolo[1,2-b]pyridazin-7-yl)-4-((4-(5-(difluoromethyl)-1,3,4-oxadiazol-2-yl)bicyclo[2.2.2]octan-1-yl)amino)-N-(2-fluoro-3-hydroxy-3-methylbutyl)nicotinamide C(#N)C1=CC=2N(N=C1)C(=CC2)C2=NC=C(C(=O)NC[C@H](C(C)(C)O)F)C(=C2)NC21CCC(CC2)(CC1)C=1OC(=NN1)C(F)F